5-((5-Chloro-2-((2R,6S)-2,6-dimethylmorpholino)pyridin-4-yl)amino)-3-(3-hydroxy-3-methylbutyl)-1-methyl-1,3-dihydro-2H-benzo[d]imidazol-2-on ClC=1C(=CC(=NC1)N1C[C@H](O[C@H](C1)C)C)NC1=CC2=C(N(C(N2CCC(C)(C)O)=O)C)C=C1